C(CCCCCCC)C1C(C1)COC(CCCCCOCC(COCCCCCC)N(C)C)=O (2-octylcyclopropyl)methyl-6-(2-(dimethylamino)-3-(hexyloxy)propoxy)hexanoate